C(C)(C)(C)OC(=O)N(C(OC(C)(C)C)=O)C1=NC(=C(C(=N1)OC)C=1C=NOC1)OC Tert-Butyl N-Tert-Butoxycarbonyl-N-(5-Isoxazol-4-Yl-4,6-Dimethoxy-Pyrimidin-2-Yl)Carbamate